CC1(OB(OC1(C)C)C1=CC=C(C=C1)C=1C(=NN(N1)COCC[Si](C)(C)C)C(=O)OCC)C ethyl 5-(4-(4,4,5,5-tetramethyl-1,3,2-dioxaborolan-2-yl) phenyl)-2-((2-(trimethylsilyl) ethoxy) methyl)-2H-1,2,3-triazole-4-carboxylate